hexahydro-1H-furo[3,4-c]pyrrole hydrochloride Cl.C1OCC2C1CNC2